C(C)(C)(C)OC(=O)N1C[C@@H](CCC1)NCCCC1=CC=CC=C1 (R)-3-(Phenylpropylamino)piperidine-1-carboxylic acid tert-butyl ester